N=C1CC(=C(C=C1)N1CCN(CC1)C(=O)OCC1=CC=CC=C1)C1CC1 Benzyl 4-(4-imino-2-cyclopropylphenyl)piperazine-1-carboxylate